dodecane-1,12-diyl (2S,2'S)-bis(2-amino-3-(3,4-dihydroxyphenyl)propanoate) N[C@H](C(=O)OCCCCCCCCCCCCOC(C(CC1=CC(=C(C=C1)O)O)N)=O)CC1=CC(=C(C=C1)O)O